(E,E)-9,12-Tetradecadienyl acetate C(C)(=O)OCCCCCCCC\C=C\C\C=C\C